CN1CCC(CC1)C1=NC2=CC(=CC=C2C=C1)B1OC(C(O1)(C)C)(C)C 2-(1-methyl-4-piperidyl)-7-(4,4,5,5-tetramethyl-1,3,2-dioxaborolan-2-yl)Quinoline